N2,N2,N6,N6-tetrakis(2-methoxyethyl)-4-(piperidin-1-yl)-8-(4-(thiazol-2-yl)piperazin-1-yl)pyrimido[5,4-d]pyrimidine-2,6-diamine COCCN(C=1N=C(C2=C(N1)C(=NC(=N2)N(CCOC)CCOC)N2CCN(CC2)C=2SC=CN2)N2CCCCC2)CCOC